ClC1=CC=C(C=C1)C(C(CNC(C1=C(C=CC=C1)F)=O)F)O N-(3-(4-chlorophenyl)-2-fluoro-3-hydroxypropyl)-2-fluorobenzamide